ClC1=CC(=CNC1=O)C(=O)N(C)[C@@H]1COCC=2NC(C=3C=C(C(=CC3C21)F)F)=O (S)-5-chloro-N-(8,9-difluoro-6-oxo-1,4,5,6-tetrahydro-2H-pyrano[3,4-c]isoquinolin-1-yl)-N-methyl-6-oxo-1,6-dihydropyridine-3-carboxamide